tert-butyl (S)-2-(((dimethyl(oxo)-λ6-sulfanylidene)amino)methyl)morpholine-4-carboxylate CS(=O)(C)=NC[C@@H]1CN(CCO1)C(=O)OC(C)(C)C